BrC=1C=C(C=CC1)N1N=C(C(=C1)C=1C=C2CCNC(C2=CC1)=O)OCC1=CC=C(C=C1)OC 6-(1-(3-bromophenyl)-3-((4-methoxybenzyl)oxy)-1H-pyrazol-4-yl)-3,4-dihydroisoquinolin-1(2H)-one